FC(C=1C=C(C=C(C1)C(F)(F)F)NC=1C(C(C1N[C@@H]1[C@H](CCCC1)N(C)C)=O)=O)(F)F 3-[[3,5-Bis(trifluoromethyl)phenyl]amino]-4-[[(1S,2S)-2-(dimethylamino)cyclohexyl]amino]-3-cyclobutene-1,2-dione